C1(CC1)NC(C(C)OC1=C(C=C(C=C1)C=O)OC)=O N-CYCLOPROPYL-2-(4-FORMYL-2-METHOXYPHENOXY)PROPANAMIDE